ClC=1C=CC2=C(N(CN(S2(=O)=O)[C@@H]([C@H](C)C2=C(C(=CC=C2F)C)C)C2=NNC(O2)=O)C2CC(C2)O)C1 5-((1S,2R)-1-(6-chloro-4-((1s,3R)-3-hydroxycyclobutyl)-1,1-dioxido-3,4-dihydro-2H-benzo[e][1,2,4]thiadiazin-2-yl)-2-(6-fluoro-2,3-dimethylphenyl)propyl)-1,3,4-oxadiazol-2(3H)-one